C(CCCCN)N 1,5-Pentan-diamin